5-cyclopropyl-7-methyl-1H-indol C1(CC1)C=1C=C2C=CNC2=C(C1)C